2'-(2,6-difluoro-3,5-dimethoxyphenyl)-6'-(pyridin-4-yl)-1'h-spiro[cyclopropane-1,4'-[2,7]naphthyridine]-3'(2'h)-one FC1=C(C(=C(C=C1OC)OC)F)N1CC2=CN=C(C=C2C2(C1=O)CC2)C2=CC=NC=C2